2-((1r,4r)-4-(4-(2-(2,6-dioxopiperidin-3-yl)-1,3-dioxoisoindolin-5-yl)piperazine-1-carbonyl)cyclohexyl)-N-(imidazo[1,2-b]pyridazin-3-yl)-6-methoxy-2H-indazole-5-carboxamide O=C1NC(CCC1N1C(C2=CC=C(C=C2C1=O)N1CCN(CC1)C(=O)C1CCC(CC1)N1N=C2C=C(C(=CC2=C1)C(=O)NC1=CN=C2N1N=CC=C2)OC)=O)=O